C(C)OC(=O)C1C(C1)C1=CC=C(C=C1)C(F)(F)F 2-(4-(trifluoromethyl)phenyl)cyclopropanecarboxylic acid ethyl ester